NC=1C(=C(C=CC1)C1=C(C(=C(C=C1)S(=O)(=O)CCNC(OC(C)(C)C)=O)S(N(CC1=CC=C(C=C1)OC)CC1=CC=C(C=C1)OC)(=O)=O)C=1N=NN(N1)CC1=CC=C(C=C1)OC)[N+](=O)[O-] tert-butyl (2-((3'-amino-3-(N,N-bis(4-methoxybenzyl)sulfamoyl)-2-(2-(4-methoxybenzyl)-2H-tetrazol-5-yl)-2'-nitro-[1,1'-biphenyl]-4-yl)sulfonyl)ethyl)carbamate